COC(C1=NC(=CC=C1C=1C(=CC=2C3=C(COC2C1)C=CS3)C(NC=3C(=C1C=CNC1=CC3)F)=O)C(NCCC)=O)=O.BrCCCOC3=NC=NC1=CC=CC=C31 4-(3-bromopropoxy)quinazoline methyl-3-(8-((4-fluoro-1H-indol-5-yl)carbamoyl)-4H-thieno[3,2-c]chromen-7-yl)-6-(propylcarbamoyl)picolinate